tert-butyl 4-(4-(1-methyl-1H-pyrazol-4-yl)-6-((3-(trifluoromethyl)phenyl)amino)-1,3,5-triazin-2-yl)piperidine-1-carboxylate CN1N=CC(=C1)C1=NC(=NC(=N1)NC1=CC(=CC=C1)C(F)(F)F)C1CCN(CC1)C(=O)OC(C)(C)C